FC(C1=NC(=NC=C1)N1CCN(CC1)C(=O)C1NC2=CC=C(C=C2C1)C#N)(F)F 2-(4-(4-(trifluoromethyl)pyrimidin-2-yl)piperazine-1-carbonyl)-5-cyanoindoline